2-({6-[(1,3-Benzothiazol-2-yl)amino]-5-methylpyridazin-3-yl}(methyl)amino)-5-(1-methanesulfonylpiperidin-4-yl)-1,3-thiazole-4-carboxylic acid S1C(=NC2=C1C=CC=C2)NC2=C(C=C(N=N2)N(C=2SC(=C(N2)C(=O)O)C2CCN(CC2)S(=O)(=O)C)C)C